C(C)OC([C@@H](CCCC)O)=O |r| (±)-2-hydroxycaproic acid ethyl ester